OC(C)(C1=CN=C(N1)C1=CC(=CC=C1)OC=1C(=C2C=CNC2=CC1)C=NO)C=1C=C(C=CC1)CCC(=O)OC methyl 3-(3-(1-hydroxy-1-(2-(3-((4-((hydroxyimino)methyl)-1H-indol-5-yl)oxy)phenyl)-1H-imidazol-5-yl)ethyl)phenyl)propanoate